(S)-7-(sec-butoxy)-N-(1-cyclopropyl-2-oxo-1,2-dihydropyridin-3-yl)-2-(1-(fluoromethyl)-2-oxabicyclo[2.1.1]hexan-4-yl)imidazo[1,2-a]pyrimidine-6-carboxamide [C@H](C)(CC)OC1=NC=2N(C=C1C(=O)NC=1C(N(C=CC1)C1CC1)=O)C=C(N2)C21COC(C2)(C1)CF